1-fluoro-2,4,6-trimethylpyridinium triflate [O-]S(=O)(=O)C(F)(F)F.F[N+]1=C(C=C(C=C1C)C)C